(S)-8-chloro-6-(((1-cyclopropyl-1H-1,2,3-triazol-4-yl)(6-fluoropyridin-3-yl)methyl-d)amino)-4-((5,6-difluoropyridin-3-yl)amino)quinoline-3-carbonitrile ClC=1C=C(C=C2C(=C(C=NC12)C#N)NC=1C=NC(=C(C1)F)F)N[C@@]([2H])(C=1C=NC(=CC1)F)C=1N=NN(C1)C1CC1